C(#N)NC(C1=C(C=CC=C1)N1N=CC(=C1)C1=CN(C(C=C1C1=CC(=NC=C1)OC)=O)C)=O N-cyano-2-(4-(2'-methoxy-1-methyl-6-oxo-1,6-dihydro-[4,4'-bipyridin]-3-yl)-1H-pyrazol-1-yl)benzamide